tert-butyl (2R,4R)-2-(((S)-1-(((3-chloro-1H-pyrrolo[2,3-b]pyridin-5-yl)methyl)amino)-1-oxopropan-2-yl)carbamoyl)-4-phenylpyrrolidine-1-carboxylate ClC1=CNC2=NC=C(C=C21)CNC([C@H](C)NC(=O)[C@@H]2N(C[C@H](C2)C2=CC=CC=C2)C(=O)OC(C)(C)C)=O